N,N-bis((4,5-dimethylfuran-2-yl)methyl)-9H-purin-6-amine CC=1C=C(OC1C)CN(C1=C2N=CNC2=NC=N1)CC=1OC(=C(C1)C)C